4-chloro-6-(3-fluoropyridin-2-yl)pyrimidin-5-amine ClC1=NC=NC(=C1N)C1=NC=CC=C1F